Ethyl (1S,2S)-2-(4-bromo-3-fluorophenyl)cyclopropane-1-carboxylate BrC1=C(C=C(C=C1)[C@@H]1[C@H](C1)C(=O)OCC)F